5-Amino-N-(1-(4-(2-(exo-6-(aminomethyl)-3-azabicyclo[3.1.0]hexan-3-yl)ethyl)phenyl)-2-oxo-1,2-dihydropyrimidin-4-yl)-2-azaspiro[3.3]heptane-2-carboxamide Hydrochloride Salt Cl.NC1C2(CN(C2)C(=O)NC2=NC(N(C=C2)C2=CC=C(C=C2)CCN2CC3C(C3C2)CN)=O)CC1